5-chloro-2-({[2-oxo-2-(pyrrolidin-1-yl)ethyl]amino}methyl)-7,8-dihydro-6H-spiro[[1,3]oxazolo[5,4-f]quinazoline-9,1'-cyclohexan]-7-one ClC=1C=C2C(=C3C1NC(NC31CCCCC1)=O)OC(=N2)CNCC(N2CCCC2)=O